5-[(4-chlorophenyl)methyl]pyridine-3-carboxylic acid methyl ester COC(=O)C=1C=NC=C(C1)CC1=CC=C(C=C1)Cl